N-(3-cyclopropyl-1H-pyrazol-5-yl)-2-(1-(3,5-difluorophenyl)-1H-pyrazol-4-yl)propanamide C1(CC1)C1=NNC(=C1)NC(C(C)C=1C=NN(C1)C1=CC(=CC(=C1)F)F)=O